3-((1H-pyrazol-4-yl)methyl)-6'-(phenyl)-2H-(1,2'-bipyridin)-2-one N1N=CC(=C1)CC=1C(N(C=CC1)C1=NC(=CC=C1)C1=CC=CC=C1)=O